Cl.O1COC2=C1C=CC=C2O[C@H](CCNC)C2=CC=CC=C2 R-3-[(benzo[d][1,3]dioxol-4-yl)-oxy]-N-methyl-3-phenylpropanamine hydrochloride